(S)-7-trifluoromethyl-3-(pent-3-yl)-5-phenyl-1H-benzo[e][1,4]diazepin-2(3H)-one FC(C1=CC2=C(NC([C@@H](N=C2C2=CC=CC=C2)C(CC)CC)=O)C=C1)(F)F